6-[4-(4-Fluoro-phenoxy)-phenyl]-4-{phenyl-[2-(2H-tetrazol-5-yl)-ethyl]-amino}-pyridine-2-carboxylic acid amide FC1=CC=C(OC2=CC=C(C=C2)C2=CC(=CC(=N2)C(=O)N)N(CCC=2N=NNN2)C2=CC=CC=C2)C=C1